1,4,7,10-tetra-azacyclododecane-1,4,7,10-tetraacetic acid N1(CCN(CCN(CCN(CC1)CC(=O)O)CC(=O)O)CC(=O)O)CC(=O)O